Diethyl (1RS,3aSR,6aSR)-5-(4-fluorophenethyl)-4,6-dioxo-1-phenyl-1,3a,4,5,6,6a-hexahydropyrrolo[3,4-c]pyrrole-1-phosphonate FC1=CC=C(CCN2C([C@@H]3[C@H](C2=O)C=N[C@]3(P(OCC)(=O)OCC)C3=CC=CC=C3)=O)C=C1 |r|